OC(C)(C)C1=NC=CC(=C1)NC1=CC=C(C=C1)S(=O)(=O)N(C)CC1=CC=C(C=C1)OC 4-((2-(2-hydroxypropan-2-yl)pyridin-4-yl)amino)-N-(4-methoxybenzyl)-N-methylbenzenesulfonamide